C(C1=CC=CC=C1)N1C2=CC=C(C=C2S(C=2C=C(C=CC12)C(C1=CC=CC=C1)(C)C)(=O)=O)C(C1=CC=CC=C1)(C)C 10-benzyl-3,7-bis(alpha,alpha-dimethylbenzyl)-10H-phenothiazine-5,5-dioxide